BrC1=NN=C(S1)NC(=O)C=1C=NC(=CC1C1=CC(=NC=C1OC)Cl)C N-(5-bromo-1,3,4-thiadiazol-2-yl)-2'-chloro-5'-methoxy-6-methyl-(4,4'-bipyridine)-3-carboxamide